methyl 5-(4-(((tert-butyldimethylsilyl)oxy)methyl)cyclohexylidene)pentanoate [Si](C)(C)(C(C)(C)C)OCC1CCC(CC1)=CCCCC(=O)OC